Cl.C12CC3NCC(CC(C1)C3)C2 4-Aza-tricyclo[4.3.1.1*3,8*]undecane hydrochloride